(+/-)-(1S,3S)-3-(4-(5-(benzylamino)-1-methyl-1H-1,2,3-triazol-4-yl)phenoxy)cyclohexane-1-carboxylic acid C(C1=CC=CC=C1)NC1=C(N=NN1C)C1=CC=C(O[C@@H]2C[C@H](CCC2)C(=O)O)C=C1 |r|